(S)-tert-butyl (2-(3-bromo-2-((ethylamino)methyl)-4-fluorophenoxy)propyl)carbamate BrC=1C(=C(O[C@H](CNC(OC(C)(C)C)=O)C)C=CC1F)CNCC